C(C)OC(=O)C=1C(=NC(=NC1C=O)N1CCOCC1)NC1=CC=C(C=C1)CN1CCN(CC1)C(=O)OC(C)(C)C 4-(4-((4-(tert-butoxycarbonyl)piperazin-1-yl)methyl)phenylamino)-6-formyl-2-morpholinopyrimidine-5-carboxylic acid ethyl ester